C1(CC1)OC1=C(C=NC=C1)C1=CN(C=2N=CN=C(C21)N)C(C)C=2N=NN(C2)C2=C(C=CC=C2)F 5-[4-(Cyclopropyloxy)pyridin-3-yl]-7-{1-[1-(2-fluorophenyl)-1H-1,2,3-triazol-4-yl]ethyl}-7H-pyrrolo[2,3-d]pyrimidin-4-amine